CN(C1=CC=C(CNC=2C=NC=CC2)C=C1)C 3-{[4-(dimethylamino)benzyl]amino}pyridine